CC1=C(C=C(OCC2N(CC2)C(=O)[O-])C=C1)C(NC1(CC1)C1=C2C=CC=NC2=CC=C1)=O 2-((4-methyl-3-((1-(quinolin-5-yl)cyclopropyl) carbamoyl)phenoxy)methyl)azetidine-1-carboxylate